C1(=CC=C(C=C1)N(C1=CC=2C3(C4=CC=CC=C4C2C=C1)C1=CC=CC=C1C=1C=CC=CC13)C1=CC=C(C=C1)C=1C=CC=3N(C2=CC=CC=C2C3C1)C1=CC=CC=C1)C1=CC=CC=C1 N-(1,1'-biphenyl-4-yl)-N-[4-(9-phenyl-9H-carbazol-3-yl)phenyl]-9,9'-spirobi(9H-fluorene)-2-amine